COC1=CC2=C(C3=C(N(S2(=O)=O)CC(=O)OCC)C=CC(=C3)C(F)(F)F)C=C1 Ethyl [3-methoxy-5,5-dioxido-9-(trifluoromethyl)-6H-dibenzo[c,e][1,2]thiazin-6-yl]acetate